NCC1=C(C=C(C(=O)NC2=C(C=NC=C2)F)C=C1)C1=CC(=CC=C1)NC(C1=CC=C(C=C1)SC1C(OCC1)=O)=O 4-(aminomethyl)-N-(3-fluoropyridin-4-yl)-3-[3-[[4-(2-oxooxolan-3-yl)sulfanylbenzoyl]amino]phenyl]benzamide